CO[C@H](C)C1=C(C=CC=C1)C1=NC=C2NC(N(C2=N1)CC1=CC=C(C=C1)C=1N(C=C(N1)C(F)(F)F)C)=O (R)-2-(2-(1-methoxyethyl)phenyl)-9-(4-(1-methyl-4-(trifluoromethyl)-1H-imidazol-2-yl)benzyl)-7,9-dihydro-8H-purin-8-one